FC1=C(C(=C2C=CNC2=C1)/C=C/C(=O)OCC)OC1=CC(=C(C=C1)F)C=1NC(=CN1)C(C)(C1=CC=CC=C1)O ethyl (E)-3-(6-fluoro-5-(4-fluoro-3-(5-(1-hydroxy-1-phenylethyl)-1H-imidazol-2-yl)phenoxy)-1H-indol-4-yl)acrylate